6-(oxan-4-yl)-2,6-diazaspiro[3.3]heptane O1CCC(CC1)N1CC2(CNC2)C1